ClC1=C2C(N(C(NC2=C(C=C1)S(=O)(=O)C1=CC=C2C=CN(C2=C1)C1=CSC=C1)=O)O)=O 5-chloro-3-hydroxy-8-((1-(thiophen-3-yl)-1H-indol-6-yl)sulfonyl)quinazoline-2,4(1H,3H)-dione